C(C)(C)(C)OC(=O)NCCCCCCOC=1C=C(C(=C(C(=O)[O-])C1)C)C#C 5-((6-((t-Butoxycarbonyl) amino) hexyl) oxy)-3-ethynyl-2-methylbenzoate